OCC1CCN(CC1)C=1SC2=C(N1)C=C(C(=C2)NC(=O)C2=NC(=CC=C2)C(F)(F)F)C(=O)O 2-[4-(hydroxymethyl)-1-piperidyl]-6-[[6-(trifluoromethyl)pyridine-2-carbonyl]amino]-1,3-benzothiazole-5-carboxylic acid